N1N=CC=C1.[Ru+3] ruthenium (III) pyrazole